N1CCC(CC1)C1=C2CC(NC2=C(C=C1)OC1CCNCC1)=O 4-(piperidin-4-yl)-7-(piperidin-4-yloxy)indolin-2-one